FC(OC=1C=C(OC2=C(C=CC=C2)[N+](=O)[O-])C=CC1)(F)F (3-trifluoromethoxyphenoxy)-nitrobenzene